(S)-3-(2-fluorobiphenyl-3-yl)-3-(3-(4-hydroxy-1,6-dimethyl-2-oxo-1,2-dihydropyridin-3-yl)ureido)propanoic acid FC1=C(C=CC=C1[C@H](CC(=O)O)NC(=O)NC=1C(N(C(=CC1O)C)C)=O)C1=CC=CC=C1